C1(CCC1)CN(C(OC(C)(C)C)=O)CC=1C=CC=2N(C1)C=C(N2)CNC(C2=CN=CC(=C2)F)=O Tert-butyl (cyclobutylmethyl)((2-((5-fluoronicotinamido)methyl)imidazo[1,2-a]pyridin-6-yl)methyl)carbamate